methyl (R)-2,2-dimethylthiazolidine-4-carboxylate CC1(SC[C@H](N1)C(=O)OC)C